(S)-N-(4-amino-4-oxo-1-phenylbutyl)-6-propoxy-5-(4-(trifluoromethyl)phenyl)-3,4-dihydroisoquinoline-2(1H)-carboxamide NC(CC[C@@H](C1=CC=CC=C1)NC(=O)N1CC2=CC=C(C(=C2CC1)C1=CC=C(C=C1)C(F)(F)F)OCCC)=O